BrC1=C(N=NC(=C1)C(F)(F)F)N1CCC(CCC1)(F)F 1-(4-bromo-6-(trifluoromethyl)pyridazin-3-yl)-4,4-difluoroazepan